Oxalic acid borate B(O)(O)O.C(C(=O)O)(=O)O